OC1/C=C/CC(CCC1)(C(=O)O)C (E)-5-hydroxy-1-methylcyclooct-3-enecarboxylic acid